COC=1C=NC2=CC=CC=C2N1 3-methoxyquinoxaline